(S)-N-((S)-1-hydroxy-3-(1H-indol-3-yl)propan-2-yl)-2-mercapto-3-methylbutanamide OC[C@H](CC1=CNC2=CC=CC=C12)NC([C@H](C(C)C)S)=O